CC1=NN(C(=C1)C)CC(=O)NCCC[Si](OCC)(OCC)OCC 3,5-dimethyl-N-[3-(triethoxysilyl)propyl]-1H-pyrazole-1-carboxyamide